C(=CC)C1=C(C=CC=C1)OC propenyl-anisole